4-(4-chloro-2-fluorophenyl)-2-((2S)-2-(1-cyclopropyl-1H-pyrazol-4-yl)-4-morpholinyl)-6,7-dimethyl-pteridine ClC1=CC(=C(C=C1)C1=NC(=NC2=NC(=C(N=C12)C)C)N1C[C@@H](OCC1)C=1C=NN(C1)C1CC1)F